C(C)[C@]1([C@H]([C@@H]([C@@H](O1)N1C=2N=C(NC(C2N=C1)=O)NC(C1=CC=CC=C1)(C1=CC=CC=C1)C1=CC=C(C=C1)OC)F)O)CO 9-[(2R,3S,4R,5R)-5-ethyl-3-fluoro-4-hydroxy-5-(hydroxymethyl)oxolan-2-yl]-2-{[(4-methoxyphenyl)diphenyl-methyl]amino}-1H-purin-6-one